COCCCC1=CN=C(C(=N1)N1CCC(CC1)C(=O)O)C1=CC2=C(S1)C=CS2 1-(6-(3-methoxypropyl)-3-(thieno[3,2-b]thiophen-2-yl)pyrazin-2-yl)piperidine-4-carboxylic acid